NC1OOC(CC1)N 1,4-diamino-2,3-dioxan